C(CCCCCCCCCCC)(=O)OCCCCCCCCCCCCCCCCCCCCCCCCCCCCCCCCCCC(CC)C 35-methylheptatriacontyl laurate